ClC=1C=C(C=CC1C1=CC(=NO1)C(F)(F)F)NC(C=C)=O N-(3-chloro-4-(3-(trifluoromethyl)isoxazol-5-yl)phenyl)acrylamide